COC1=NC=C(C2=C1N=C(S2)NC(=O)N2CC1(CC2)CCOCC1)C=1C=NN(C1)C[C@@H]1OCCCC1 8-Oxa-2-aza-spiro[4.5]decane-2-carboxylic acid (4-methoxy-7-{1-[(R)-1-(tetrahydropyran-2-yl)methyl]-1H-pyrazol-4-yl}-thiazolo[4,5-c]pyridin-2-yl)-amide